[Si](C)(C)(C(C)(C)C)OCC[C@H]([C@@H](CC1=CC=CC=C1)O)O (2R,3R)-5-(tert-Butyldimethylsilyloxy)-1-phenylpentane-2,3-diol